tert-butylmethyl((3S)-1-(3-(4-methyl-1H-imidazol-1-yl)-5-(3-phenoxypyrrolidine-1-carboxamido)benzyl)pyrrolidin-3-yl)carbamate C(C)(C)(C)OC(N([C@@H]1CN(CC1)CC1=CC(=CC(=C1)NC(=O)N1CC(CC1)OC1=CC=CC=C1)N1C=NC(=C1)C)C)=O